5-chloro-2-(3-fluoro-4-hydroxybenzamido)-N-(2-(4-methylpiperazin-1-yl)ethyl)thiophene-3-carboxamide ClC1=CC(=C(S1)NC(C1=CC(=C(C=C1)O)F)=O)C(=O)NCCN1CCN(CC1)C